C1(CCC1)N1N=C(C(=C1)O)[C@H]1[C@@H](C1)C=1C=NN(C1)C |r| 1-Cyclobutyl-3-((1R,2R)- and (1S,2S)-2-(1-methyl-1H-pyrazol-4-yl)cyclopropyl)-1H-pyrazol-4-ol